4-fluoro-N-[4-fluoro-5-[6-(4-methylpiperazin-1-yl)pyridin-3-yl]-2-[(3R)-3,4-dimethylpiperazin-1-yl]phenyl]-2-(trifluoromethyl)benzamide FC1=CC(=C(C(=O)NC2=C(C=C(C(=C2)C=2C=NC(=CC2)N2CCN(CC2)C)F)N2C[C@H](N(CC2)C)C)C=C1)C(F)(F)F